NCC=1C=C(C=CC1)C=1C=C2C(=NN(C2=CC1)C(C)C)COC1=C(C=CC=C1C)CC(=O)O 2-(2-((5-(3-(aminomethyl)phenyl)-1-isopropyl-1H-indazol-3-yl)methoxy)-3-methylphenyl)acetic acid